iodobicyclo[1.1.1]pentane IC12CC(C1)C2